BrC=1C=C2[C@]3(CNC(C2=C(C1)F)=O)[C@H](C3)F (1r,2s)-6'-bromo-2,8'-difluoro-2',3'-dihydro-1'H-spiro[cyclopropane-1,4'-isoquinolin]-1'-one